tert-butyl (R)-4-(2-(5-(3-((4-(1H-pyrazol-4-yl)benzyl)(cyclopropyl)carbamoyl) piperidin-1-yl)-2-chlorophenoxy)-2-methylpropanoyl)piperazine-1-carboxylate N1N=CC(=C1)C1=CC=C(CN(C(=O)[C@H]2CN(CCC2)C=2C=CC(=C(OC(C(=O)N3CCN(CC3)C(=O)OC(C)(C)C)(C)C)C2)Cl)C2CC2)C=C1